ClC1=C(C=NC(N1C1=NN(C(=C1)C)C1OCCCC1)SC)C1CC1 6-Chloro-5-cyclopropyl-N-(5-methyl-1-(tetrahydro-2H-pyran-2-yl)-1H-pyrazol-3-yl)-2-(methylthio)pyrimidine